S(=O)(=O)(O)C1CC(=O)N(C1=O)ON1C(CC(C1=O)S(=O)(=O)O)=O 3-sulfosuccinimidyl ether